tert-butyl ((2-formyl-[4,8'-biquinolin]-6-yl)methyl)(tetrahydro-2H-pyran-4-yl)carbamate C(=O)C1=NC2=CC=C(C=C2C(=C1)C=1C=CC=C2C=CC=NC12)CN(C(OC(C)(C)C)=O)C1CCOCC1